N-Cyclopropyl-3-((S)-3-cyclopropyl-2-(3-(2,4-dichlorophenyl)propanamido)propanamido)-2-oxo-4-((S)-2-oxopyrrolidin-3-yl)butanamid C1(CC1)NC(C(C(C[C@H]1C(NCC1)=O)NC([C@H](CC1CC1)NC(CCC1=C(C=C(C=C1)Cl)Cl)=O)=O)=O)=O